C[C@@H]1C[C@H](CN(C1)C(CC1CCN(CC1)C)=O)C1=C2C=CC=NC2=C(C=C1)C#N 5-{(3S,5R)-5-methyl-1-[2-(1-methyl-piperidin-4-yl)-acetyl]-piperidin-3-yl}-quinoline-8-carbonitrile